(1S,3R,4S)-N-((S)-1-cyano-2-((R)-2-oxopyrrolidin-3-yl)ethyl)-2-((R)-3-cyclopropyl-2-((5-methylpyridin-3-yl)amino)propanoyl)-5,5-difluoro-2-azabicyclo[2.2.2]octane-3-carboxamide C(#N)[C@H](C[C@@H]1C(NCC1)=O)NC(=O)[C@@H]1N([C@@H]2CC([C@H]1CC2)(F)F)C([C@@H](CC2CC2)NC=2C=NC=C(C2)C)=O